FC(C1=NN=C(O1)C1=CC(=C(CN(S(=O)(=O)C)C2=CC(=CC=C2)F)C=C1)F)F N-(4-(5-(difluoromethyl)-1,3,4-oxadiazol-2-yl)-2-fluorobenzyl)-N-(3-fluorophenyl)methanesulfonamide